3-(1H-indol-3-yl-4,5,6,7-d4)urea N1C=C(C2=C(C(=C(C(=C12)[2H])[2H])[2H])[2H])NC(N)=O